C(C)(C)N1N=CC=2C(=CC=CC12)C(=O)NCC#C 1-isopropyl-N-(prop-2-yne-1-yl)-1H-indazole-4-formamide